F[C@H]1CN(C[C@@H]1F)C1=NC(=NC=C1C(F)(F)F)NC1=C(C#N)C=C(C=C1)N1CC(CCC1)O 2-({4-[(3S,4S)-3,4-difluoropyrrolidin-1-yl]-5-(trifluoromethyl)pyrimidin-2-yl}amino)-5-(3-hydroxypiperidin-1-yl)benzonitrile